C(N)(=O)C=1N(C2=CC(=CC=C2C1)OC(F)(F)F)C=1C=C(C=CC1)C1(CCC1)CC(=O)O 2-(1-(3-(2-carbamoyl-6-(trifluoromethoxy)-1H-indol-1-yl)phenyl)cyclobutyl)acetic acid